tert-butyl 2-(2-((2S,3S)-1-methyl-5-oxo-2-(pyridin-3-yl) pyrrolidine-3-carboxamido)ethoxy)acetate CN1[C@@H]([C@H](CC1=O)C(=O)NCCOCC(=O)OC(C)(C)C)C=1C=NC=CC1